(2-(2-methoxy-7-methylquinoxalin-5-yl)-4-methyl-7,8-dihydro-[1,4]dioxino[2',3':3,4]benzo[1,2-d]thiazol-7-yl)methyl (2-hydroxypyridin-4-yl)carbamate OC1=NC=CC(=C1)NC(OCC1OC2=C(C3=C(N=C(S3)C3=C4N=CC(=NC4=CC(=C3)C)OC)C(=C2)C)OC1)=O